1-(dibromomethyl)-3,3-diethoxy-1-(trifluoromethyl)cyclobutane BrC(C1(CC(C1)(OCC)OCC)C(F)(F)F)Br